N1CC(C1)N1C=NC(=C1C=1C=CC=2N(N1)C(=CN2)C#N)C2=CC=C(C=C2)F 6-(1-(azetidin-3-yl)-4-(4-fluorophenyl)-1H-imidazol-5-yl)imidazo[1,2-b]pyridazine-3-carbonitrile